[(2R)-2-Hydroxypropyl] 4-methylbenzene-sulfonate CC1=CC=C(C=C1)S(=O)(=O)OC[C@@H](C)O